cobalt nickel molybdenum indium copper [Cu].[In].[Mo].[Ni].[Co]